N-[7-methoxy-8-(3-morpholin-4-ylpropoxy)-2,3-dihydroimidazo[1,2-c]quinazolin-5-yl]-amide COC1=C(C=CC=2C=3N(C(=NC12)[NH-])CCN3)OCCCN3CCOCC3